ClC1=C(C=CC(=C1)C1=NOC(=N1)C)C1=NC=C(C(=O)NC2=CC(=C(C=C2)C#N)OCCN(C)C)C=C1 6-(2-chloro-4-(5-methyl-1,2,4-oxadiazol-3-yl)phenyl)-N-(4-cyano-3-(2-(dimethylamino)ethoxy)phenyl)nicotinamid